5-phenyl-1,3,4-oxadiazinol C1(=CC=CC=C1)C=1N=NC(OC1)O